BrC1=CN=C(N=N1)N1C[C@@H](N(CC1)C(=O)OC(C)(C)C)C(C)C tert-butyl (S)-4-(6-bromo-1,2,4-triazin-3-yl)-2-isopropylpiperazine-1-carboxylate